N-(5-azidoacetamidyl-pentyl)acrylamide N(=[N+]=[N-])CC(=O)NCCCCCNC(C=C)=O